(1R,2S,3R,5S)-3-(4-(Methylamino)-7H-pyrrolo[2,3-d]pyrimidin-7-yl)-5-(5-(phenethylamino)pentyl)cyclopentane-1,2-diol CNC=1C2=C(N=CN1)N(C=C2)[C@H]2[C@@H]([C@@H]([C@H](C2)CCCCCNCCC2=CC=CC=C2)O)O